NN1CCN(CC1)C1=CC=C(C=2OCCOC21)O 5-(4-aminopiperazin-1-yl)-8-hydroxy-2,3-dihydro-1,4-benzodioxine